4-{1-[(4-benzylmorpholin-2-yl)methyl]piperidin-4-yl}aniline C(C1=CC=CC=C1)N1CC(OCC1)CN1CCC(CC1)C1=CC=C(N)C=C1